C(C)(=O)NC(C(=O)ON1C(C2=CC=CC=C2C1=O)=O)CC 1,3-dioxoisoindolin-2-yl 2-acetamidobutyrate